BrC1=CC(=NC(=C1)C(C)=O)C(C)=O 1,1'-(4-bromopyridine-2,6-diyl)diethanone